OC1=CC=C(OC2=CC=C(C(=O)ON3C(CCC3=O)=O)C=C2)C=C1 2,5-dioxopyrrolidin-1-yl 4-(4-hydroxyphenoxy)benzoate